FC=1C=C(C=CC1)C(C(=O)NSC(NC)=O)C1=NC=CC(=C1)C(F)(F)F 2-(3-fluorophenyl)-N-(methylcarbamoyl-thio)-2-(4-(trifluoromethyl)pyridin-2-yl)acetamide